FCCN1CCN(CC1)CC(=O)NC=1N=CC2=CC=C(C=C2C1)C1=CN=CS1 2-(4-(2-fluoroethyl)piperazin-1-yl)-N-(6-(thiazol-5-yl)isoquinolin-3-yl)acetamide